C(C)(C)(C)OC(=O)N1[C@@H](CN([C@H](C1)CN1[C@@H](COCC1)C)CC(=O)N1CC(C2=CC=C(C=C12)CC1=CC=C(C=C1)F)(C)CO)C (2R,5S)-4-(2-(6-(4-fluorobenzyl)-3-(hydroxymethyl)-3-methylindolin-1-yl)-2-oxoethyl)-2-methyl-5-(((R)-3-methylmorpholino)methyl)piperazine-1-carboxylic acid tert-butyl ester